COC=1C(=CC=2C(=C3C(=NC2C1)CCC3)NC3CCN(CC3)CC=3C=NC(=CC3)C)OC N-{6,7-dimethoxy-1H,2H,3H-cyclopenta[b]quinolin-9-yl}-1-[(6-methylpyridin-3-yl)methyl]piperidin-4-amine